C(OCC1=CC=C(C=C1)NC([C@H](C)NC([C@H](C(C)C)NC(=O)OCC1C2=CC=CC=C2C=2C=CC=CC12)=O)=O)(OC1=CC=C(C=C1)[N+](=O)[O-])=O [4-[[(2S)-2-[[(2S)-2-(9H-fluoren-9-ylmethoxycarbonylamino)-3-methyl-butanoyl]amino]propanoyl]amino]phenyl]methyl (4-nitrophenyl) carbonate